BrC=1N=C2C(=NC1)NC=C2C=2CCN(CC2)C(=O)OC(C)(C)C tert-butyl 4-(2-bromo-5H-pyrrolo[2,3-b]pyrazin-7-yl)-3,6-dihydro-2H-pyridine-1-carboxylate